C(CCCCC)C=1C(=NC(=CC1)C(=O)N)C(=O)N hexylpyridine-2,6-dicarboxamide